1,5-dimethyl-3-phenyl-6-(Phenylthio)-3,5-dihydroimidazo[4,5-c][1,2]Thiazin-4(1H)-one 2,2-dioxide CN1S(C(C(C2=C1N=C(N2C)SC2=CC=CC=C2)=O)C2=CC=CC=C2)(=O)=O